OC(CNC=1C=CC=CC1)CCCCCCCCCCCCCC 3-(2-hydroxy-hexadecyl)aminobenzene